NCCC(=O)O D-β-alanine